ClC=1C=CC=C(C[NH-])C1 5-chloro-N-benzylamide